ClC(C(=O)OCC)C(C(F)F)=O Ethyl 2-chloro-3-oxo-4,4-difluorobutyrate